ClC1=C(C(=O)NC=2C3=C(C=NC2)CN(C3=O)[C@@H](C(C)(C)O)C3CC3)C(=CC=C1C)F (R)-2-chloro-N-(2-(1-cyclopropyl-2-hydroxy-2-methylpropyl)-1-oxo-2,3-dihydro-1H-pyrrolo[3,4-c]pyridin-7-yl)-6-fluoro-3-methylbenzamide